Ethyl-{[4-bromo-5-(2-fluoropyridin-4-yl)-1-(pyridin-2-yl)-1H-pyrazol-3-yl]oxy}acetat C(C)OC(COC1=NN(C(=C1Br)C1=CC(=NC=C1)F)C1=NC=CC=C1)=O